COC1=NC=CC(=C1)CNC(=O)NC1CC(C1)C(F)(F)F 1-[(2-methoxy-pyridin-4-yl)methyl]-3-[(1r,3r)-3-(trifluoromethyl)cyclobutyl]urea